(5R)-5-[4-methyl-3-[3-(trifluoromethyl)phenoxy]phenyl]-3-pyrimidin-5-yloxy-4,5-dihydroisoxazole CC1=C(C=C(C=C1)[C@H]1CC(=NO1)OC=1C=NC=NC1)OC1=CC(=CC=C1)C(F)(F)F